(R)-3-(2-((1R,4R)-2-oxa-5-azabicyclo[2.2.1]heptane-5-carbonyl)-6-(4,4,5,5-Tetramethyl-1,3,2-dioxaborolan-2-yl)-1,2,3,4-tetrahydroisoquinolin-8-yl)morpholine [C@H]12OC[C@H](N(C1)C(=O)N1CC3=C(C=C(C=C3CC1)B1OC(C(O1)(C)C)(C)C)[C@H]1NCCOC1)C2